[Br-].C(C)N1CC=CC=C1 1-Ethyl-pyridine bromide